2-chloro-N,N'-diphenyl-benzoyl-hydrazine tert-butyl-3-((4-iodophenyl)carbamoyl)-3,8-diazabicyclo[3.2.1]octane-8-carboxylate C(C)(C)(C)OC(=O)N1C2CN(CC1CC2)C(NC2=CC=C(C=C2)I)=O.ClC2=C(C(=O)N(NC1=CC=CC=C1)C1=CC=CC=C1)C=CC=C2